N1=C(C=CC=C1)C(C)S 2-pyridylethanethiol